(R)-6-chloro-3-((1-(2-cyano-7-methyl-3-(3-(N-methylacetamido)azetidin-1-yl)quinoxalin-5-yl)ethyl)amino)picolinic acid ClC1=CC=C(C(=N1)C(=O)O)N[C@H](C)C1=C2N=C(C(=NC2=CC(=C1)C)C#N)N1CC(C1)N(C(C)=O)C